C(C)(C)N1CCN(CC1)C(=O)C=1C=C2C(=NN=C(C2=CC1NC)NC(C)C=1C(=C(C#N)C=CC1)C)C 3-(1-((6-(4-isopropylpiperazine-1-carbonyl)-4-methyl-7-(methylamino)phthalazin-1-yl)amino)ethyl)-2-methylbenzonitrile